4-[2-(2-fluoro-N-(2-fluorophenyl)anilino)-2-oxo-ethyl]-1-(indoline-1-carbonyl)piperidine-4-carboxylic acid FC1=C(N(C2=C(C=CC=C2)F)C(CC2(CCN(CC2)C(=O)N2CCC3=CC=CC=C23)C(=O)O)=O)C=CC=C1